(±)-2-((2-fluorophenyl)(hydroxy)methyl)-6-(methylcarbamoyl)isonicotinic acid FC1=C(C=CC=C1)[C@H](C=1C=C(C(=O)O)C=C(N1)C(NC)=O)O |r|